4-(((2Z)-5-(4-(tert-butyl)benzylidene)-3-cyclohexyl-4-oxothiazolidin-2-ylidene)amino)benzenesulphonamide C(C)(C)(C)C1=CC=C(C=C2C(N(/C(/S2)=N/C2=CC=C(C=C2)S(=O)(=O)N)C2CCCCC2)=O)C=C1